morpholinyl-nitrogen-oxide N1(CCOCC1)N=O